COC(=O)C1=CC(=NC=C1NC1=C(C=C(C=C1)[Si](C)(C)C)F)CCl 2-(chloromethyl)-5-(2-fluoro-4-trimethylsilylanilino)pyridine-4-carboxylic acid methyl ester